9,9',9''-(6''-(thianthren-1-yl)-[1,1':3',1''-terphenyl]-2,3'',5-triyl)tris(9H-carbazole) C1(=CC=CC=2SC3=CC=CC=C3SC12)C1=CC=C(C=C1C=1C=C(C=CC1)C1=C(C=CC(=C1)N1C2=CC=CC=C2C=2C=CC=CC12)N1C2=CC=CC=C2C=2C=CC=CC12)N1C2=CC=CC=C2C=2C=CC=CC12